FC(C1=CC=C(C(=N1)C)C1=C(C=CC=C1)C=1N=C2N(C=CC(=C2)C(=O)OC)C1)F methyl 2-(2-(6-(difluoromethyl)-2-methylpyridin-3-yl)phenyl)imidazo[1,2-a]pyridine-7-carboxylate